C(CCCCC)(=O)OCC(COC(CCCCC)=O)(COC(CCCCC)=O)COC(CCCCC)=O pentaerythritol tetra-caproate